6-(((S)-2-isopropyl-4-methylpiperazin-1-yl)methyl)-2-(3-((S)-((1s,3R)-3-methoxycyclobutyl)(4-methyl-4H-1,2,4-triazol-3-yl)methyl)phenyl)-4-(trifluoromethyl)isoindolin-1-one C(C)(C)[C@@H]1N(CCN(C1)C)CC1=CC(=C2CN(C(C2=C1)=O)C1=CC(=CC=C1)[C@@H](C1=NN=CN1C)C1CC(C1)OC)C(F)(F)F